NC1=NC=C(C=C1C=1C=C2CCNC(C2=CC1)=O)C1=CC=C(C=C1)N1C[C@@H](CC1)F (R)-6-(2-amino-5-(4-(3-fluoropyrrolidin-1-yl)phenyl)pyridin-3-yl)-3,4-dihydroisoquinolin-1(2H)-one